BrC=1C=NN(C1)C1CC(N(CC1)CC1=C2C=CNC2=C(C=C1OC)C)C1=CC=C(C(=O)O)C=C1 4-(4-(4-bromo-1H-pyrazol-1-yl)-1-((5-methoxy-7-methyl-1H-indol-4-yl)methyl)piperidin-2-yl)benzoic acid